OCCNC(=O)C=1SC=CC1OCC ethoxy-thiophene-2-carboxylic acid (2-hydroxy-ethyl)-amide